ClC=1C=C(C=C(C1)C1=NC(=C(N=C1)N)N)[C@H]1N(CC(OC1)(C)C)C(C=C)=O (R)-1-(5-(3-chloro-5-(5,6-diaminopyrazin-2-yl)phenyl)-2,2-dimethylmorpholino)prop-2-en-1-one